ethyl perbenzoate C1=CC=CC=C1C(=O)OOCC